ClC1=NC=C2C(=CN(C(C2=C1)=O)C)C1=CC2=C(N(C(N2C)=O)C)C(=C1)C(C)C 7-chloro-4-(7-isopropyl-1,3-dimethyl-2-oxo-2,3-dihydro-1H-benzo[d]imidazol-5-yl)-2-methyl-2,6-naphthyridin-1(2H)-one